FC1=CC=C(OC(C(=O)N(C2=CC=C(C=C2)C2=CC=C(C=C2)COC)CC(C)(C)O)(C)C)C=C1 2-(4-fluorophenoxy)-N-(2-hydroxy-2-methylpropyl)-N-(4'-(methoxymethyl)-[1,1-biphenyl]-4-yl)-2-methylpropanamide